(4-(1-(3-fluorobenzyl)-1H-benzo[d]imidazol-2-yl)piperidin-1-yl)(1-methyl-3-(o-tolyl)-1H-indazol-6-yl)methanone FC=1C=C(CN2C(=NC3=C2C=CC=C3)C3CCN(CC3)C(=O)C3=CC=C2C(=NN(C2=C3)C)C3=C(C=CC=C3)C)C=CC1